Tert-Butyl 4-(1-benzothiophen-2-yl)-4-hydroxypiperidine-1-carboxylate S1C(=CC2=C1C=CC=C2)C2(CCN(CC2)C(=O)OC(C)(C)C)O